2-(4-((1-cyclopentyl-3-methyl-2-oxo-2,3-dihydro-1H-imidazo[4,5-c]pyridin-6-yl)amino)phenyl)-2-methylpropanenitrile C1(CCCC1)N1C(N(C=2C=NC(=CC21)NC2=CC=C(C=C2)C(C#N)(C)C)C)=O